azadibenzocyclooctyneselon N1=CC=CC=2C(C#CCC3=C(C21)C=CC=C3)=[Se]